2,4-dimercaptomethyl-1,5-dimercaptohexane SCC(CS)CC(C(C)S)CS